1-cyano-2,4-dimethylbenzene C(#N)C1=C(C=C(C=C1)C)C